diammonium hydrophosphate P(=O)([O-])([O-])O.[NH4+].[NH4+]